Dichloro[2,6-bis[4-(S)-tert-butyl-2-oxazolyl]-4-methoxypyridine] cobalt [Co].ClC=1C(=C(C(=NC1C=1OC=C(N1)C(C)(C)C)C=1OC=C(N1)C(C)(C)C)Cl)OC